C[C@H]1[C@@H](C[C@H]([C@@H](O1)OCCCCCCCCCC/C=C/C(=O)O)O)O The molecule is an omega-hydroxy fatty acid ascaroside obtained by formal condensation of the alcoholic hydroxy group of (2E)-13-hydroxytridec-2-enoic acid with ascarylopyranose (the alpha anomer). It is a metabolite of the nematode Caenorhabditis elegans. It has a role as a Caenorhabditis elegans metabolite. It is an alpha,beta-unsaturated monocarboxylic acid and an omega-hydroxy fatty acid ascaroside. It derives from a (2E)-13-hydroxytridec-2-enoic acid. It is a conjugate acid of an oscr#21(1-).